C1(CC1)C1=NC(=NO1)C1(C[C@@H]2[C@@H](CN(C2)C(=O)N[C@H]2C(CCC[C@@H]2N2CCN(CC2)C(C)C)(F)F)C1)C (3aR,5R,6aS)-5-(5-cyclopropyl-1,2,4-oxadiazol-3-yl)-N-{(1R,6S)-2,2-difluoro-6-[4-(propan-2-yl)piperazin-1-yl]cyclohexyl}-5-methylhexahydrocyclopenta[c]pyrrole-2(1H)-carboxamide